C1CCCC(CCCCCCCCCC1)=O 5-cyclopentadecanone